tert-butyl(tert-butoxycarbonyl)(6-chloro-4-methoxyisoxazolo[5,4-b]pyridin-3-yl)carbamate C(C)(C)(C)OC(N(C1=NOC2=NC(=CC(=C21)OC)Cl)C(=O)OC(C)(C)C)=O